(5-bromo-1H-indazol-7-yl)methanamine, hydrochloride Cl.BrC=1C=C2C=NNC2=C(C1)CN